N2-(2-(1-(Cyclopropylsulfonyl)-1H-pyrazol-4-yl)pyrimidin-4-yl)-N4-(4-((dimethylamino)methyl)-4-methylcyclohexyl)-5-(1-(2,2,2-trifluoroethyl)-1H-pyrazol-3-yl)pyridine-2,4-diamine C1(CC1)S(=O)(=O)N1N=CC(=C1)C1=NC=CC(=N1)NC1=NC=C(C(=C1)NC1CCC(CC1)(C)CN(C)C)C1=NN(C=C1)CC(F)(F)F